N-cyclohexyl-1-[4-(6,7-dimethoxyquinolin-4-yloxy)phenyl]-4-methyl-6-oxo-1,6-dihydropyridazine-3-carboxamide C1(CCCCC1)NC(=O)C1=NN(C(C=C1C)=O)C1=CC=C(C=C1)OC1=CC=NC2=CC(=C(C=C12)OC)OC